NC=1C(=C(C=CC1)S)Cl 3-amino-2-chloro-Thiophenol